N-(2-methyl-5-(4-(4-(4-(trifluoromethyl)phenoxy)phenyl)piperidine-1-carbonyl)phenyl)-1-phenylmethanesulfonamide CC1=C(C=C(C=C1)C(=O)N1CCC(CC1)C1=CC=C(C=C1)OC1=CC=C(C=C1)C(F)(F)F)NS(=O)(=O)CC1=CC=CC=C1